Tetrakis(trimethylsiloxy)titanium C[Si](O[Ti](O[Si](C)(C)C)(O[Si](C)(C)C)O[Si](C)(C)C)(C)C